C=1N=CN2C1C(=CC=C2)C2=NC=C(C=N2)NC=2C(=CC=CC2C)N N2-(2-imidazo[1,5-a]pyridin-8-ylpyrimidin-5-yl)-3-methyl-benzene-1,2-diamine